CC1=CC=C(C=C1)C=1C=NC=C2C=CC(=NC12)C(=O)N(CCC)CCC 8-(4-methylphenyl)-N,N-dipropyl-1,6-naphthyridin-2-carboxamide